2-(4-ethylpiperazin-1-yl)ethanamine hydrochloride Cl.C(C)N1CCN(CC1)CCN